Methyl-2-methyl-propionate COC(C(C)C)=O